4-(1,4-dioxa-8-azaspiro[4.5]decan-8-yl)aniline O1CCOC12CCN(CC2)C2=CC=C(N)C=C2